1,3,4,6,7,8a-hexahydro-1,1,5,5-tetramethyl-2H-2,4a-methano-naphthalene-8(5H)-one CC1(C2CCC3(C(CCC(C13)=O)(C)C)C2)C